C(C)(C)(C)OC(=O)NC(C(=O)O)CC1=CC(=CC=C1)C1=NNC=C1 2-{[(tert-butoxy)carbonyl]amino}-3-[3-(1H-pyrazol-3-yl)phenyl]propanoic acid